2-[[(3R)-5-chloro-8-hydroxy-3-methyl-1-oxo-3,4-dihydroisochromen-7-carbonyl]amino]-3-phenylpropionic acid ClC1=C2C[C@H](OC(C2=C(C(=C1)C(=O)NC(C(=O)O)CC1=CC=CC=C1)O)=O)C